C(C)(=O)C1=CC(=NC(=C1)C1CC1)C(=O)NC1=CC(=CC=C1)C1(COC1)[C@H](C1=NN=CN1C)F (R)-4-acetyl-6-cyclopropyl-N-(3-(3-(fluoro(4-methyl-4H-1,2,4-triazol-3-yl)methyl)oxetan-3-yl)phenyl)picolinamide